6-(5-methoxy-1H-indol-2-yl)-N-((R)-1-phenylethyl)-2,3,4,9-tetrahydro-1H-carbazol-1-amine COC=1C=C2C=C(NC2=CC1)C=1C=C2C=3CCCC(C3NC2=CC1)N[C@H](C)C1=CC=CC=C1